8-(5-((1S,2S)-6-hydroxy-2-phenyl-1,2,3,4-tetrahydronaphthalen-1-yl)pyridin-2-yl)-1-oxa-8-azaspiro[4.5]decane-3-carbaldehyde OC=1C=C2CC[C@@H]([C@@H](C2=CC1)C=1C=CC(=NC1)N1CCC2(CC(CO2)C=O)CC1)C1=CC=CC=C1